ClC=1C=C(C=2N(N1)C(=CN2)F)[C@@H]2[C@H](C2)C2=CC=C1C3(C(N(C1=C2)CC(F)(F)F)=O)CCC3 6'-((1S,2S)-2-(6-chloro-3-fluoroimidazo[1,2-b]pyridazin-8-yl)cyclopropyl)-1'-(2,2,2-trifluoroethyl)spiro[cyclobutane-1,3'-indolin]-2'-one